N1=CNC2=C1C1=CC=CC=C1C=C2 naphthoimidazole